((6-hydroxy-5'-methyl-4-pentyl-2'-(prop-1-en-2-yl)-[1,1'-biphenyl]-2-yl)oxy)methyl methyl phenyl phosphate P(=O)(OCOC1=C(C(=CC(=C1)CCCCC)O)C1=C(C=CC(=C1)C)C(=C)C)(OC)OC1=CC=CC=C1